ClC1=CC2=C(NC(O[C@@]2(C(F)(F)F)C#CC2CC2)=O)C=C1CN1C=NC(=CC1=O)C(F)F (S)-6-chloro-4-(cyclopropylethynyl)-7-((4-(difluoromethyl)-6-oxopyrimidin-1(6H)-yl)methyl)-4-(trifluoromethyl)-1,4-dihydro-2H-benzo[d][1,3]oxazin-2-one